C(C)C1=CC=C(C=C1)CC(C#N)(C)C 3-(4-ethylphenyl)-2,2-dimethylpropionitrile